4-(4-chlorophenyl)-N-(2-ethyl-6-(1-(methylsulfonyl)-1,4,5,6-tetrahydropyridin-3-yl)imidazo[1,2-a]pyridin-3-yl)-N-methylthiazol-2-amine ClC1=CC=C(C=C1)C=1N=C(SC1)N(C)C1=C(N=C2N1C=C(C=C2)C2=CN(CCC2)S(=O)(=O)C)CC